FC=1C(=CC=2N(C1)C=NN2)CCCN2CC1(C2)CC(C1)N(C1=C2C=NN(C(C2=C(C=C1)C)=O)C)C 5-[[2-[3-(6-fluoro-[1,2,4]triazolo[4,3-a]pyridin-7-yl)propyl]-2-azaspiro[3.3]heptan-6-yl]-methyl-amino]-2,8-dimethyl-phthalazin-1-one